BrC1=CC(=CC=2OC3(CCC3)OC21)C(=O)OC methyl 4-bromospiro[benzo[d][1,3]dioxole-2,1'-cyclobutane]-6-carboxylate